BrC=1C=C2NC=C(C[C@H](N)C(=O)O)C2=CC1 6-bromo-Tryptophan